COC1=CC(=C(C=C1NC1=NC=C(C(=N1)C1=CN(C2=CC=CC=C12)C)C=1OC=CN1)NC(C=C)=O)N(CC1N(CCC1)C)C N-(4-Methoxy-2-(methyl((1-methylpyrrolidin-2-yl)methyl)amino)-5-((4-(1-methyl-1H-indol-3-yl)-5-(oxazol-2-yl)pyrimidin-2-yl)amino)phenyl)acrylamide